OC(C)C1=C(C=C(C(=O)N)C=C1)C1=CC2=C(NC(=N2)C)C=C1 4-(1-hydroxyethyl)-3-(2-methyl-1H-benzimidazol-5-yl)benzamide